C(#N)CC1CC(C1)(C(=O)NC=1C(=NC(=CC1)OC)OC(F)F)C1=C(C=CC=C1)C(C)C cis-3-(cyanomethyl)-N-(2-(difluoromethoxy)-6-methoxypyridin-3-yl)-1-(2-isopropylphenyl)cyclobutane-1-carboxamide